(1R,3R)-3-((S)-6-(Methoxycarbonyl)-2-((6-methoxypyridin-2-yl)methyl)-7-methyl-6,7,8,9-tetrahydro-3H-imidazo[4,5-f]chinolin-3-yl)cyclohexan COC(=O)N1[C@H](CCC2=C3C(=CC=C12)N(C(=N3)CC3=NC(=CC=C3)OC)C3CCCCC3)C